2-(isoquinolin-4-yl)ethane-1-amine C1=NC=C(C2=CC=CC=C12)CCN